C(C)(C)C=1C(=CC2=C(N(C(N2)=O)[C@@H]2CN(CCC2)C)C1)C=1C=C(C=2N(C1)N=CN2)OC (S)-6-isopropyl-5-(8-methoxy-[1,2,4]triazolo[1,5-a]pyridin-6-yl)-1-(1-methylpiperidin-3-yl)-1,3-dihydro-2H-benzo[d]imidazol-2-one